4-(4-fluoro-3-methyl-2-nitrophenyl)-2-methoxypyridine FC1=C(C(=C(C=C1)C1=CC(=NC=C1)OC)[N+](=O)[O-])C